SCCSCC1SCC(SC1)CSCCS 2,5-di-(mercaptoethyl-thiomethyl)-1,4-dithiane